N-((1r,4R)-4-((5-fluoro-4-(3-(2-oxo-1,3-oxazinan-3-yl)phenyl)pyrimidin-2-yl)amino)cyclohexyl)cyclohexane-1-carboxamide FC=1C(=NC(=NC1)NC1CCC(CC1)NC(=O)C1CCCCC1)C1=CC(=CC=C1)N1C(OCCC1)=O